COC1=C2CC(NC(C2=CC=C1)=O)C(=O)N1CCOCC1 E-5-methoxy-3-(morpholin-4-ylcarbonyl)-3,4-dihydroisoquinolin-1(2H)-one